N-[3-[6-(3,4-dimethoxy-phenyl)imidazo[1,2-b]pyridazin-3-yl]phenyl]acetamide COC=1C=C(C=CC1OC)C=1C=CC=2N(N1)C(=CN2)C=2C=C(C=CC2)NC(C)=O